3-(3-(6-bromoisoquinolin-4-yl)-6-(2-chloro-4-fluorophenyl)-2,4-dioxo-3,4-dihydrothieno[3,2-d]pyrimidin-1(2H)-yl)propionitrile BrC=1C=C2C(=CN=CC2=CC1)N1C(N(C2=C(C1=O)SC(=C2)C2=C(C=C(C=C2)F)Cl)CCC#N)=O